O=C1N(CCCCCC1)C(=O)OC(C)(C)C tert-butyl 2-oxoazocane-1-carboxylate